tert-butyl (S)-(2-((7-(8-chloronaphthalen-1-yl)-2-((1-methylpyrrolidin-2-yl)methoxy)-5,6,7,8-tetrahydropyrido[3,4-d]pyrimidin-4-yl)(ethyl)amino)ethyl)carbamate ClC=1C=CC=C2C=CC=C(C12)N1CC=2N=C(N=C(C2CC1)N(CCNC(OC(C)(C)C)=O)CC)OC[C@H]1N(CCC1)C